CC1(OC2=C(C1)C=CC=C2C(=O)O)C.C2C=CC=C2 carbafuran (2,3-dihydro-2,2-dimethyl-7-benzofuranylformate)